COC1=CC=C(C=C1)C1=NC2=CC=CC=C2C(=C1)NCCCN(CCCN(C)C)CC1CCNCC1 N1-(3-((2-(4-Methoxyphenyl)quinolin-4-yl)amino)propyl)-N3,N3-dimethyl-N1-(piperidin-4-ylmethyl)propane-1,3-diamine